[1-(3,5-difluoroanilino)ethyl]-2-morpholino-6-(4H-1,2,4-triazol-3-ylmethyl)chromen-4-one FC=1C=C(NC(C)C2=C(OC3=CC=C(C=C3C2=O)CC2=NN=CN2)N2CCOCC2)C=C(C1)F